(Z)-7-dodecene-1-ol acetate C(C)(=O)OCCCCCC\C=C/CCCC